CN(CCN1C(=NC2=C1C=CC(=C2)N)C)C 1-(2-(Dimethylamino)ethyl)-2-methyl-1H-benzo[d]imidazol-5-amine